N-(2-(((6-((3-cyanophenyl)oxy)-2-(2-methyl[1,1'-biphenyl]-3-yl)-1,3-Dioxoisoindolin-5-yl)methyl)amino)ethyl)acetamide C(#N)C=1C=C(C=CC1)OC1=C(C=C2C(N(C(C2=C1)=O)C=1C(=C(C=CC1)C1=CC=CC=C1)C)=O)CNCCNC(C)=O